6-chloro-N-(5-chloro-1-(2,2-difluoroethyl)-1H-pyrazol-4-yl)-7-(piperidin-4-yl)quinazolin-2-amine ClC=1C=C2C=NC(=NC2=CC1C1CCNCC1)NC=1C=NN(C1Cl)CC(F)F